methyl 2-[[4-[3-[(4-cyano-2-fluoro-phenyl)methylsulfanyl]pyrazol-1-yl]-1-piperidyl]methyl]-3-[(3-ethylimidazol-4-yl)methyl]benzimidazole-5-carboxylate C(#N)C1=CC(=C(C=C1)CSC1=NN(C=C1)C1CCN(CC1)CC=1N(C2=C(N1)C=CC(=C2)C(=O)OC)CC=2N(C=NC2)CC)F